2-(2-bromo-4-chlorobenzyl)-4,4-dimethyl-1,2-oxazolidin-3-one BrC1=C(CN2OCC(C2=O)(C)C)C=CC(=C1)Cl